1-(4-(ethylthio)-2-hydroxyphenyl)ethan-1-one C(C)SC1=CC(=C(C=C1)C(C)=O)O